1,2-dibenzyloxycyclohexane C(C1=CC=CC=C1)OC1C(CCCC1)OCC1=CC=CC=C1